O=C1NC(CCC1N1C(C2=CC=C(C=C2C1=O)NCCOCCOCCOCCOCCC(=O)O)=O)=O 1-((2-(2,6-Dioxopiperidin-3-yl)-1,3-dioxoisoindolin-5-yl)amino)-3,6,9,12-tetraoxapentadecan-15-oic acid